4-(2-(2,3-Dihydro-benzofuran-5-yl)imidazo[1,2-a]pyrimidin-3-yl)pyridin-2-amine O1CCC2=C1C=CC(=C2)C=2N=C1N(C=CC=N1)C2C2=CC(=NC=C2)N